OC(=O)CCCCCCCCC.OC(=O)CCCCCCCCC.[Te]1OC(CCC1)(CCCCCCCC(=O)O)CCCCCCCC(=O)O.C(C)(C)(CC)O[Si]1(O[SiH](O[SiH](O[SiH](O1)C)C)C)C 2-t-pentoxy-2,4,6,8-tetramethyl-cyclotetrasiloxane telluroxanedioctanoate dicaprate